2-[6-bromo-1',1',5-trifluoro-1-oxospiro[3H-isoquinoline-4,2'-cyclopropan]-2-yl]-N-(5-cyanopyrimidin-2-yl)acetamide BrC=1C(=C2C(=CC1)C(N(CC21C(C1)(F)F)CC(=O)NC1=NC=C(C=N1)C#N)=O)F